[6-(3-cyclopropyl-1,2,4-triazol-1-yl)-2-azaspiro[3.3]heptan-2-yl]-[6-[[3-(trifluoromethyl)-1,2,4-triazol-1-yl]methyl]-2-azaspiro[3.3]heptan-2-yl]methanone C1(CC1)C1=NN(C=N1)C1CC2(CN(C2)C(=O)N2CC3(C2)CC(C3)CN3N=C(N=C3)C(F)(F)F)C1